N1([C@H](CCC1)C(=O)[O-])C(=O)[O-] (R)-pyrrolidine-1,2-dicarboxylate